Tert-Butyl 4-(5-methoxy-1-triisopropylsilyl-pyrrolo[2,3-b]pyridine-4-carbonyl)piperidine-1-carboxylate COC1=C(C2=C(N=C1)N(C=C2)[Si](C(C)C)(C(C)C)C(C)C)C(=O)C2CCN(CC2)C(=O)OC(C)(C)C